ClC=1C=C(C=CC1F)NC1=NC=NC2=CC(=C(C=C12)NC(C=C)=O)OCCCN1CCN(CC1)C(CCCCSC1=C2C(N(C(C2=CC=C1)=O)C1C(NC(CC1)=O)=O)=O)=O N-(4-((3-chloro-4-fluorophenyl)amino)-7-(3-(4-(5-((2-(2,6-dioxopiperidin-3-yl)-1,3-dioxoisoindolin-4-yl)thio)pentanoyl)piperazin-1-yl)propoxy)quinazolin-6-yl)acrylamide